C(C)(C)C1=NN(C=2N=C(C=C(C21)O)O)C 3-isopropyl-1-methyl-pyrazolo[3,4-b]Pyridine-4,6-diol